[Si](C)(C)(C(C)(C)C)OCC1=CN=C2N1C=C(C=C2F)NC(=O)C=2C=CC(=C1C=CN=NC21)N2CCC(CC2)N(C(OC(C)(C)C)=O)C2CC2 tert-butyl N-[1-[8-[[3-[[tert-butyl(dimethyl)silyl]oxymethyl]-8-fluoro-imidazo[1,2-a]pyridin-6-yl]carbamoyl]cinnolin-5-yl]-4-piperidyl]-N-cyclopropyl-carbamate